(4-methoxyphenyl)-1,3-propanedione COC1=CC=C(C=C1)C(CC=O)=O